ClC1=C(C=C(C=C1)C1CCN(CC1)C(=O)OC(C)(C)C)NC1=NC=C(C(=N1)[Sn](C)(C)C)C(F)(F)F tert-butyl 4-(4-chloro-3-((5-(trifluoromethyl)-4-(trimethylstannyl)pyrimidin-2-yl)amino)phenyl)piperidine-1-carboxylate